(2S)-2-({2-[4-bromo-2-(trifluoromethoxy)phenyl][1,2,4]triazolo[1,5-c]quinazolin-5-yl}amino)butanamide BrC1=CC(=C(C=C1)C1=NN2C(=NC=3C=CC=CC3C2=N1)N[C@H](C(=O)N)CC)OC(F)(F)F